CC=1C=C(C=C(C1)C)[Mg]Br 3,5-dimethyl-phenyl-magnesium bromide